NC(CC1=CC(=C(C=C1)C1=CN=C(S1)[C@@H]1CC[C@H](CC1)NC(OC(C)C)=O)S(NCC)(=O)=O)=O isopropyl trans-N-[4-[5-[4-[2-amino-2-oxo-ethyl]-2-(ethyl-sulfamoyl)phenyl]thiazol-2-yl]cyclohexyl]carbamate